COC=1C=C2[C@]3(C(NC2=CC1)=O)[C@@H](C3)C3=CC=C1C(=NNC1=C3)NC=3C(=NN(C3)C)OC (1r,2s)-5'-methoxy-2-{3-[(3-methoxy-1-methyl-1H-pyrazol-4-yl)amino]-1H-indazol-6-yl}spiro[cyclopropane-1,3'-indol]-2'(1'H)-one